allyl 4-((3aS*,6aS*)-6,6-difluorohexahydro-1H-pyrrolo[3,2-c]isoxazol-1-yl)-2-hydroxy-2-methylbutanoate FC1(CN[C@H]2[C@@H]1N(OC2)CCC(C(=O)OCC=C)(C)O)F |o1:4,5|